Br.CC=1N=CC2=C(C=CC=C2C1)CBr 3-methyl-8-bromomethylisoquinoline hydrobromide salt